N[C@@H]1C2=CC=CC=C2CC12CCN(CC2)C=2N=CC(=NC2CO)C#CC2C(C2)C(=O)O 2-((5-((S)-1-amino-1,3-dihydrospiro[indene-2,4'-piperidin]-1'-yl)-6-(hydroxymethyl)pyrazin-2-yl)ethynyl)cyclopropane-1-carboxylic acid